OC=1C=CC=2C3(C4=CC=C(C=C4OC2C1)O)OC(C1=CC(=CC=C13)C(=O)O)=O 3',6'-dihydroxy-3-oxo-3H-spiro[isobenzofuran-1,9'-xanthen]-5-carboxylic acid